FC=1N=C(SC1CN1[C@H](C[C@H](C1)OC1=NC=NC(=C1)N1CCOCC1)C)NC(C)=O N-(4-fluoro-5-(((2S,4R)-2-methyl-4-((6-morpholinopyrimidin-4-yl)oxy)pyrrolidin-1-yl)methyl)thiazol-2-yl)acetamide